4-[[3-(4-methoxy-phenyl)imidazo[1,2-a]pyrazin-8-yl]amino]-2-methyl-N-[(1-methylpiperidin-4-yl)methyl]benzamide COC1=CC=C(C=C1)C1=CN=C2N1C=CN=C2NC2=CC(=C(C(=O)NCC1CCN(CC1)C)C=C2)C